[Cl-].C(C1=CC=CC=C1)[NH+](C)C N-benzyl-N,N-dimethylammonium chloride